C(C)(C)(C)OC(N[C@@H]1[C@H](CN(CC1)C1=NC=C(N=C1)C1=C2C=CC=NC2=CC(=N1)Cl)O)=O ((3S,4S)-1-(5-(7-chloro-1,6-naphthyridin-5-yl)pyrazin-2-yl)-3-hydroxypiperidin-4-yl)carbamic acid tert-butyl ester